The molecule is a idol that is propane-1,3-diol substituted by a 3,4-dimethoxyphenyl group at position 1 and a 2-methoxyphenoxy group at position 2 respectively. It is a dimethoxybenzene and a diol. It derives from a veratryl glycerol. COC1=C(C=C(C=C1)C(C(CO)OC2=CC=CC=C2OC)O)OC